1-(3-(pyridin-4-yl)bicyclo[1.1.1]pentan-1-yl)-4-(2-(trifluoromethyl)thiazol-5-yl)piperidin-2-one N1=CC=C(C=C1)C12CC(C1)(C2)N2C(CC(CC2)C2=CN=C(S2)C(F)(F)F)=O